[N+](=O)([O-])C1=CC=C(OC2CCN(CC2)C2CCC(CC2)CO)C=C1 (4-(4-(4-nitrophenoxy)piperidin-1-yl)cyclohexyl)methanol